6-fluoro-4-methoxy-2-(5-methanesulfonyl-2-furyl)-5-trifluoromethylpyrimidine FC1=C(C(=NC(=N1)C=1OC(=CC1)S(=O)(=O)C)OC)C(F)(F)F